heptadecane-2,2-diol CC(CCCCCCCCCCCCCCC)(O)O